((1S,2R)-2-amino-2-methylcyclopentyl)(4-(3-isopropyl-2-(2-methylpyridin-4-yl)-1H-indol-5-yl)piperidin-1-yl)methanone gold-copper-indium [In].[Cu].[Au].N[C@]1([C@H](CCC1)C(=O)N1CCC(CC1)C=1C=C2C(=C(NC2=CC1)C1=CC(=NC=C1)C)C(C)C)C